(2-methyl-1,3-propanediol) titanium [Ti].CC(CO)CO